2-(4-cyclopropyl-6-methoxy-pyrimidin-5-yl)-9-[[4-[5-methyl-3-(trifluoromethyl)pyrazol-1-yl]phenyl]methyl]-7H-purin-8-imine C1(CC1)C1=NC=NC(=C1C1=NC=C2NC(N(C2=N1)CC1=CC=C(C=C1)N1N=C(C=C1C)C(F)(F)F)=N)OC